CC1(NC(OC1)=O)C 4,4-dimethyloxazol-2-one